3-[2-amino-6-[(3,3,7-trimethyl-2H-benzofuran-4-yl)oxy]-3-pyridyl]-5,5-dimethyl-imidazolidine-2,4-dione NC1=NC(=CC=C1N1C(NC(C1=O)(C)C)=O)OC1=CC=C(C2=C1C(CO2)(C)C)C